N-(4-cyanophenyl)-6-(5-(trifluoromethyl)-1,2,4-oxadiazol-3-yl)imidazo[1,2-a]pyridine-2-carboxamide C(#N)C1=CC=C(C=C1)NC(=O)C=1N=C2N(C=C(C=C2)C2=NOC(=N2)C(F)(F)F)C1